O.[K].[P].[Si] silicon phosphorus potassium water